N1=C(C=CC2=CC=CC=C12)NC(=O)C1=NC=CC2=C1NC1=CC=CC=C21 N-(quinolin-2-yl)-9H-pyrido[3,4-b]indole-1-carboxamide